aminoglucose NC(=O)[C@H](O)[C@@H](O)[C@H](O)[C@H](O)CO